(E)-3-(2,2-difluorobenzo[d][1,3]dioxol-5-yl)-1-(2-hydroxy-4,6-dimethoxyphenyl)prop-2-en-1-one FC1(OC2=C(O1)C=CC(=C2)/C=C/C(=O)C2=C(C=C(C=C2OC)OC)O)F